N1=CC(=CC=2CNCCC12)C=1SC=CN1 2-(5,6,7,8-tetrahydro-1,6-naphthyridin-3-yl)thiazole